COC=1C=C2C(=C(N(C2=CC1)C)C)COC1=CC=C(C=C1)[N+](=O)[O-] 5-Methoxy-1,2-Dimethyl-3-(4-Nitrophenoxymethyl)Indole